6-chloro-3-{[(1R)-1-(3,6-dimethyl-4-oxo-2-phenyl-3,4-dihydroquinazolin-8-yl)ethyl]amino}pyridine-2-carbonitrile ClC1=CC=C(C(=N1)C#N)N[C@H](C)C=1C=C(C=C2C(N(C(=NC12)C1=CC=CC=C1)C)=O)C